N-(8-acetamido-4-oxo-tetralin-5-yl)-2,2,2-trifluoro-acetamide C(C)(=O)NC=1C=CC(=C2C(CCCC12)=O)NC(C(F)(F)F)=O